FC(OC1=C(C=C(C=C1)N1CCN(CC1)C)NC1=NC=C(C(=N1)C1=CC=C2C(NC(C2=C1)=O)(C)C)F)F 6-(2-((2-(difluoromethoxy)-5-(4-methylpiperazin-1-yl)phenyl)amino)-5-fluoropyrimidin-4-yl)-3,3-dimethylisoindol-1-one